(8-((4-((cyclopentylmeth-yl)amino)-5-(trifluoromethyl)-7H-pyrrolo[2,3-d]pyrimidin-2-yl)amino)-2,3-dihydrobenzo[b][1,4]dioxin-5-yl)(morpholino)methanone C1(CCCC1)CNC=1C2=C(N=C(N1)NC1=CC=C(C3=C1OCCO3)C(=O)N3CCOCC3)NC=C2C(F)(F)F